lithium phosphosulfuryl-bromine P(=O)(=O)S(=O)(=O)Br.[Li]